FC(C=1C=C(C=CC1)C1=CN=C2N1N=C(C=C2)N)(F)F 3-[3-(trifluoromethyl)phenyl]Imidazo[1,2-b]pyridazin-6-amine